CC(C(=O)[O-])(O)C(=O)[O-] methyltartronate